4-fluoro-1-[cis-4-[4-(6-chloropyridazin-4-yl)piperazin-1-yl]cyclohexyl]-1H-indole FC1=C2C=CN(C2=CC=C1)[C@@H]1CC[C@@H](CC1)N1CCN(CC1)C1=CN=NC(=C1)Cl